C(=C)C=1C=C2C=CN(C2=CC1)C(=O)OC(C)(C)C tert-butyl 5-vinylindole-1-carboxylate